ClC[C@@]1([C@]([C@H](CC1)CC1=CC=C(C=C1)F)(O)CN1N=CN=C1)C (1S,2S,5R)-2-chloromethyl-5-(4-fluorobenzyl)-2-methyl-1-(1H-1,2,4-triazol-1-ylmethyl)cyclopentanol